BrC=1N=C(SC1)C(CC(=O)[O-])O 3-(4-bromo-1,3-thiazol-2-yl)-3-hydroxypropanoate